5-(4-((2-(4-((3-((1H-1,2,3-triazol-4-yl)amino)-5-(trifluoromethoxy)benzyl)amino)butoxy)ethyl)amino)-1H-indazol-6-yl)pyridazin-3-ol N1N=NC(=C1)NC=1C=C(CNCCCCOCCNC2=C3C=NNC3=CC(=C2)C=2C=C(N=NC2)O)C=C(C1)OC(F)(F)F